4-hydroxybenzoyloxybenzylbenzoate OC1=CC=C(C(=O)OC=2C(=C(C(=O)[O-])C=CC2)CC2=CC=CC=C2)C=C1